2-[4-methoxy-6-[(4-methoxyphenyl)methylamino]pyridazin-3-yl]propan-2-ol COC1=C(N=NC(=C1)NCC1=CC=C(C=C1)OC)C(C)(C)O